1-cyclobutyl-2,2,3-trimethylbutan-1-one oxime C1(CCC1)C(C(C(C)C)(C)C)=NO